bromooctyl (trifluoromethyl) sulfide FC(F)(F)SCCCCCCCCBr